N1N=CC(=C1)C1=CC=C(C=C1)N1CCC(CC1)C(=O)NC1CCCC1 1-(4-(1H-pyrazol-4-yl)phenyl)-N-cyclopentylpiperidine-4-carboxamide